ClC1=NC(=NC2=CC(=CC=C12)C1CCN(CC1)C1COC1)N chloro-7-(1-(oxetan-3-yl)piperidin-4-yl)quinazolin-2-amine